P(=O)(O)(O)OC[C@@H]1[C@H]([C@H]([C@@H](O1)N1C(=NC=2C(=O)N(C(N)=NC12)CC1=CC=CC=C1)Br)O)O 1-Benzyl-8-bromoguanosine-5'-monophosphate